4-(2-Amino-5-(chroman-8-yl)-4-oxo-4,7-dihydro-3H-pyrrolo[2,3-d]pyrimidin-6-yl)-N,N-dimethylbenzenesulfonamide NC=1NC(C2=C(N1)NC(=C2C=2C=CC=C1CCCOC21)C2=CC=C(C=C2)S(=O)(=O)N(C)C)=O